2-[4-[2-[(1R)-2-(dimethylamino)-1-methyl-ethoxy]-7-(3-hydroxy-1-naphthyl)-6,8-dihydro-5H-pyrido[3,4-d]pyrimidin-4-yl]-1-prop-2-enoyl-piperazin-2-yl]acetonitrile CN(C[C@H](OC=1N=C(C2=C(N1)CN(CC2)C2=CC(=CC1=CC=CC=C21)O)N2CC(N(CC2)C(C=C)=O)CC#N)C)C